methyl 2-methyl-1,1-dioxo-3H-1λ6,2-benzothiazepine-8-carboxylate CN1S(C2=C(C=CC1)C=CC(=C2)C(=O)OC)(=O)=O